(Z)-tert-butyl 3-(cyanomethylene)piperidine-1-carboxylate C(#N)\C=C\1/CN(CCC1)C(=O)OC(C)(C)C